5-(2-methoxyethoxy)-2-nitrobenzoyl chloride COCCOC=1C=CC(=C(C(=O)Cl)C1)[N+](=O)[O-]